(2R)-2-Amino-3-[(S)-(prop-2-ene-1-sulfinyl)]propanoic acid N[C@H](C(=O)O)C[S@@](=O)CC=C